(2Z,4E,6E,8E)-9-(3-(1H-imidazol-1-yl)-2,6,6-trimethylcyclohex-1-en-1-yl)-N-(3-hydroxyphenethyl)-3,7-dimethylnona-2,4,6,8-tetraenamide N1(C=NC=C1)C1C(=C(C(CC1)(C)C)/C=C/C(=C/C=C/C(=C\C(=O)NCCC1=CC(=CC=C1)O)/C)/C)C